C(C)(=O)N1CC=2N(CC1)N=C(C2C2=CC(=NC=C2)NC(CN2C=CC=C2)=O)C2=CC=C(C=C2)F N-(4-(5-acetyl-2-(4-fluorophenyl)-4,5,6,7-tetrahydropyrazolo[1,5-a]pyrazin-3-yl)pyridin-2-yl)-2-(1H-pyrrol-1-yl)acetamide